C(CCCCCCCC(=O)OCCCCCCCCCCCC)(=O)OCC(COC(CCC(OCCCCCCCC)OCCCCCCCC)=O)COC(=O)OCCCN(CC)CC 1-(3-((4,4-bis(octyloxy)butanoyl)oxy)-2-((((3-(diethylamino)propoxy)carbonyl)oxy)methyl)propyl) 9-dodecyl nonanedioate